ClC1=NC=C(C(=N1)NC1=C(SC=C1)C(=O)N)OC 3-((2-chloro-5-methoxypyrimidin-4-yl)amino)thiophene-2-carboxamide